4-(6-((1-(4-(difluoromethyl)phenyl)-4-methyl-1H-1,2,3-triazol-5-yl)methoxy)pyridazin-3-yl)piperazin-2-one FC(C1=CC=C(C=C1)N1N=NC(=C1COC1=CC=C(N=N1)N1CC(NCC1)=O)C)F